5-chloro-6-fluoro-1,2,3,4-tetrahydroisoquinolin ClC1=C2CCNCC2=CC=C1F